6-chloro-7-(fluoromethylthio)-1H-indole-3-sulfonyl chloride ClC1=CC=C2C(=CNC2=C1SCF)S(=O)(=O)Cl